CC1(CC(CCC1)C(CCC=C)=O)C (3,3-dimethyl-cyclohexyl)-4-penten-1-one